N1N=CC(=C1)C1=C(C=CC(=C1)C(F)(F)F)CC1CCN(CC1)C(=O)N1C[C@@H]2[C@@H](OCC(N2)=O)CC1 (4aR,8aS)-6-[4-[[2-(1H-pyrazol-4-yl)-4-(trifluoromethyl)phenyl]methyl]piperidine-1-carbonyl]-4,4a,5,7,8,8a-hexahydropyrido[4,3-b][1,4]oxazin-3-one